NC1=NC=C(C2=C1C(=NN2C)C2=CC(=C(C=C2)NS(=O)(=O)C(F)F)O[C@@H](C)C2=CC=C(C=C2)F)C=2C=C1CC(N(C1=CC2)C)=O (S)-N-(4-(4-amino-1-methyl-7-(1-methyl-2-oxoindolin-5-yl)-1H-pyrazolo[4,3-c]pyridin-3-yl)-2-(1-(4-fluorophenyl)ethoxy)phenyl)-1,1-difluoromethanesulfonamide